CC1C(=O)OC(CC1)C methyl-δ-caprolactone